(S)-2-(methoxymethyl)morpholine hydrochloride Cl.COC[C@@H]1CNCCO1